oct-7-en-3-one CCC(CCCC=C)=O